O=C1OCCN1[C@@H]1C(=NN(C1)C(=O)N[C@H](C)C=1C=NC(=NC1)C)C1=CC=C(C=C1)Cl (S)-4-(2-oxooxazolidin-3-yl)-3-(4-chlorophenyl)-N-((R)-1-(2-methylpyrimidin-5-yl)ethyl)-4,5-dihydro-1H-pyrazole-1-carboxamide